9-(4-oxo-4H-chromen-3-yl)-2-(pyridin-3-ylmethylene)-8,9-dihydro-7H-furo[2,3-f]chromene-3,7(2H)-dione O=C1C(=COC2=CC=CC=C12)C1CC(OC2=CC=C3C(=C12)OC(C3=O)=CC=3C=NC=CC3)=O